C1CCC2=C(C=CC=C12)[C@H]1[C@@H](CC=2C(=NC(=NC2C1)OC[C@H]1N(CCC1)C)N1C[C@H](N(CC1)C(C=C)=O)CC#C)C 1-((R)-4-((6R,7R)-7-(2,3-dihydro-1H-inden-4-yl)-6-methyl-2-(((S)-1-methylpyrrolidin-2-yl)methoxy)-5,6,7,8-tetrahydroquinazolin-4-yl)-2-(prop-2-yn-1-yl)piperazin-1-yl)prop-2-en-1-one